4-[2-(benzyloxy)ethyl]-3,4-dihydro-2H-benzo[b][1,4,5]oxathiazepine 1,1-dioxide C(C1=CC=CC=C1)OCCC1CNS(C2=C(O1)C=CC=C2)(=O)=O